(R)-1-methylpyrrolidin-3-yl ((4-nitrophenoxy)(phenoxy)phosphoryl)-L-alaninate [N+](=O)([O-])C1=CC=C(OP(=O)(OC2=CC=CC=C2)N[C@@H](C)C(=O)O[C@H]2CN(CC2)C)C=C1